COC=1C(=C(C(=CC1)C)C=1C=2N(C3=CC(=NC=C3C1)NC(OC(C)(C)C)=O)N=CN2)C tert-butyl (4-(3-methoxy-2,6-dimethylphenyl)-[1,2,4]triazolo[1,5-a][1,6]naphthyridin-8-yl)carbamate